tert-butyl 4,4-difluoro-2-(5-(trifluoromethyl)pyridin-2-yl)pyrrolidine-1-carboxylate FC1(CC(N(C1)C(=O)OC(C)(C)C)C1=NC=C(C=C1)C(F)(F)F)F